tert-butyl 3-methyl-6-(4-pyridyl)-3,4-dihydro-2H-pyridine-1-carboxylate CC1CN(C(=CC1)C1=CC=NC=C1)C(=O)OC(C)(C)C